N[C@@H](CO)CC |r| (DL)-2-aminobutanol